5-(2,3-difluoro-6-methoxy-4-(1H-pyrazol-4-yl)phenyl)-N-methyl-N-(2,2,6,6-tetramethylpiperidin-4-yl)-1,3,4-thiadiazol-2-amine FC1=C(C(=CC(=C1F)C=1C=NNC1)OC)C1=NN=C(S1)N(C1CC(NC(C1)(C)C)(C)C)C